COC=1C=C(C=CC1OC)C=1NC2=CC=C(C=C2C1C(C)C)C1=CC=C(C=C1)C1=CC(=CC=C1)CNC 1-(4'-(2-(3,4-dimethoxyphenyl)-3-isopropyl-1H-indol-5-yl)-[1,1'-biphenyl]-3-yl)-N,N-dimethylamine